NC1=C(C(N(C2=NC(=CC=C12)NCC(F)(F)F)C1=C(C=C(C=C1)N)C)=O)C(=O)OC([2H])([2H])[2H] methyl-d3 4-amino-1-(4-amino-2-methylphenyl)-7-((2,2,2-trifluoroethyl) amino)-2-oxo-1,2-dihydro-1,8-naphthyridine-3-carboxylate